C(CCCC)C(CC(C(=O)O)CCCN(C(=O)OCC=O)CCCCCCCC)CCCCC 2-pentylheptyl-5-(octyl((2-oxoethoxy)carbonyl)amino)pentanoic acid